5-bromo-7-fluoronaphtho[1,2-d][1,2,3]oxadiazole BrC1=CC2=C(N=NO2)C2=CC=C(C=C12)F